1-(3-amino-6-bromopyrazin-2-yl)-1H-pyrazol-4-ol NC=1C(=NC(=CN1)Br)N1N=CC(=C1)O